(2-(3-isopropyl-2-(1H-pyrazolo[3,4-b]pyridin-4-yl)-1H-indol-5-yl)oxazol-4-yl)(4-methyl-1,4-diazacycloheptan-1-yl)methanone C(C)(C)C1=C(NC2=CC=C(C=C12)C=1OC=C(N1)C(=O)N1CCN(CCC1)C)C1=C2C(=NC=C1)NN=C2